FC=1N=CN(C1)CC1=C(C=C(C=C1)[C@@H]1[C@H](C1)C(=O)O)C (1S,2S)-2-(4-((4-Fluoro-1H-imidazol-1-yl)methyl)-3-methylphenyl)cyclopropane-1-carboxylic acid